ClC=1C(=NC=C(C1[C@@H](C)OC=1C=C2C(=NNC2=CC1)C=1C=CC(=NC1)N1CC2(C1)CC(C2)O)Cl)C 2-[5-[5-[(1R)-1-(3,5-dichloro-2-methyl-4-pyridyl)ethoxy]-1H-indazol-3-yl]-2-pyridyl]-2-azaspiro[3.3]heptan-6-ol